N-(2-(2,6-dioxopiperidin-3-yl)-3-oxoisoindolin-5-yl)-3-(trifluoromethoxy)benzenesulfonamide O=C1NC(CCC1N1CC2=CC=C(C=C2C1=O)NS(=O)(=O)C1=CC(=CC=C1)OC(F)(F)F)=O